(diphenylamino)phenylboronic acid pinacol ester C1(=CC=CC=C1)N(C1=CC=CC=C1)CC1(OB(OC1(C)C)C1=CC=CC=C1)C